ClC=1C(=NC(=NC1)NC1CCOCC1)C1=CC=C2CN(C(C2=C1)=O)CC(=O)N[C@H](C)C1=CC=C(C=C1)C1=NC=CC=N1 2-(6-{5-chloro-2-[(oxan-4-yl)amino]pyrimidin-4-yl}-1-oxo-2,3-dihydro-1H-isoindol-2-yl)-N-[(1R)-1-[4-(pyrimidin-2-yl)phenyl]ethyl]acetamide